N-(3-bromo-4-methoxyphenyl)-3-ethoxyacrylamide BrC=1C=C(C=CC1OC)NC(C=COCC)=O